Cl.C(C)NCC1=CC=C(C(=O)N(C)C)C=C1 4-(ethylaminomethyl)-N,N-dimethyl-benzamide hydrochloride